N,N-dibenzyl-3,5-dimethylaniline C(C1=CC=CC=C1)N(C1=CC(=CC(=C1)C)C)CC1=CC=CC=C1